4-(2-methoxyethyl)piperazine rac-tert-butyl-3-(3-bromophenyl)-4-cyanopyrrolidine-1-carboxylate C(C)(C)(C)OC(=O)N1CC(C(C1)C#N)C1=CC(=CC=C1)Br.COCCN1CCNCC1